ClC1=NC(=CC(=N1)N1CC2(C(C2C1)CO)C=1SC=CN1)C(F)(F)F (3-(2-chloro-6-(trifluoromethyl)pyrimidin-4-yl)-1-(thiazol-2-yl)-3-azabicyclo[3.1.0]hex-6-yl)methanol